(2-amino-9-(4-aminobenzyl)-9H-purin-6-yl)benzonitrile NC1=NC(=C2N=CN(C2=N1)CC1=CC=C(C=C1)N)C1=C(C#N)C=CC=C1